5-(difluoromethyl)-2-iodo-3-methylphenol FC(C=1C=C(C(=C(C1)O)I)C)F